Cl.N1CC(C1)CO Azetidine-3-ylmethanol hydrochloride